C[C@](N)(CC1=CC=CC=C1)C(=O)O |r| α-methyl-DL-phenylalanine